F[C@H]1[C@@H]([C@H]2CN([C@@]1(C2)C)C)OC2=CC=C(N=N2)C2=C(C=C(C=C2)N2C=NC=C2)O 2-(6-(((1R,4R,5R,6R)-6-fluoro-1,2-dimethyl-2-azabicyclo[2.2.1]heptan-5-yl)oxy)pyridazin-3-yl)-5-(1H-imidazol-1-yl)phenol